tert-Butyl 3-{[5-(2-chloro-5-cyanophenyl)-1-trityl-1H-indazol-3-yl]carbamoyl}piperidine-1-carboxylate ClC1=C(C=C(C=C1)C#N)C=1C=C2C(=NN(C2=CC1)C(C1=CC=CC=C1)(C1=CC=CC=C1)C1=CC=CC=C1)NC(=O)C1CN(CCC1)C(=O)OC(C)(C)C